N-(4-bromo-2-fluorophenyl)-5-[(3-fluoro-2-methanesulfonylpyridin-4-yl)methyl]-4-methylpyridin-3-amine BrC1=CC(=C(C=C1)NC=1C=NC=C(C1C)CC1=C(C(=NC=C1)S(=O)(=O)C)F)F